ClC1=CC=C(C(=O)Cl)C=C1Cl 4,5-dichlorobenzoyl chloride